[Pd].C(C)(C)(C)P(C1=C(C=CC=C1OC)OC)C(C)(C)C (di-tert-butyl-(2,6-dimethoxyphenyl)phosphine) palladium